CN1C(C2=CC=CC=C2C(=C1)C1=CC(=CC=C1)S(=O)(=O)N1CCOCC1)=O 2-methyl-4-(3-morpholin-4-yl-sulfonylphenyl)isoquinolin-1-one